C(CCCCCCCCCCCCCCC)CCC(C(=O)O)CCCC.C(CCCCCCCCCCCCCCC)(=O)OCC ethyl hexadecanoate (Cetyl Ethylhexanoate)